S(N)(=O)(=O)C=1C=C(C=CC1)NC(=O)C=1C(=NC=C(C1)C(F)(F)F)N1C[C@H](OCCC1)C(F)(F)F N-(3-sulfamoylphenyl)-5-(trifluoromethyl)-2-[(2S)-2-(trifluoro-methyl)-1,4-oxazepan-4-yl]pyridine-3-carboxamide